C(C=C)OC1=C(C(=CC=C1)F)Br 1-(Allyloxy)-2-bromo-3-fluorobenzene